CSC=1C=C2CCN(C(C2=CC1)C(=O)OCC)C(=O)OC(C)(C)C 1-Ethyl 2-tert-butyl 6-(methylthio)-3,4-dihydroisoquinoline-1,2(1H)-dicarboxylate